Cl.O1CCCC2=CC=CC(=C12)N chroman-8-amine hydrochloride